(R)-N-(1-(2,2-dimethylcyclopropyl)-2-oxo-1,2-dihydropyridin-3-yl)-7-isopropoxy-2-(1-methyl-2-oxabicyclo[2.1.1]hexan-4-yl)imidazo[1,2-a]pyrimidine-6-carboxamide CC1([C@@H](C1)N1C(C(=CC=C1)NC(=O)C=1C(=NC=2N(C1)C=C(N2)C21COC(C2)(C1)C)OC(C)C)=O)C